3-[4-[1-(3-nitrobenzoyl)-4-piperidinyl]anilino]piperidine-2,6-dione [N+](=O)([O-])C=1C=C(C(=O)N2CCC(CC2)C2=CC=C(NC3C(NC(CC3)=O)=O)C=C2)C=CC1